FC(CN1C=NC(=C1C=1C=CC=2N(N1)C(=CN2)C(C)O)C2=CC=C(C=C2)F)F 1-(6-(1-(2,2-difluoroethyl)-4-(4-fluoro-phenyl)-1H-imidazol-5-yl)imidazo[1,2-b]pyridazin-3-yl)ethanol